Cl.FCC=1C=C(C(=N)N)C=CN1 2-(fluoromethyl)isonicotinamidine HCl salt